NC=1N=C(C(=C2C=C(N=CC12)NC(=O)[C@H]1[C@@H](C1)CC#N)C)C=1C=NC=CC1C |r| (+/-)-trans-N-(8-amino-5-methyl-6-(4-methylpyridin-3-yl)-2,7-naphthyridin-3-yl)-2-(cyanomethyl)cyclopropanecarboxamide